Ethyl 2-((5-(1H-indol-4-yl)-6-oxo-1,6-dihydropyridin-3-yl)amino)benzoate N1C=CC2=C(C=CC=C12)C1=CC(=CNC1=O)NC1=C(C(=O)OCC)C=CC=C1